5-((2R,5R)-4-((7-Ethyl-6-oxo-5H-1,5-naphthyridin-3-yl)methyl)-2,5-dimethylpiperazin-1-yl)-N-(methyl-d3)pyridine-2-carboxamide C(C)C=1C(NC=2C=C(C=NC2C1)CN1C[C@H](N(C[C@H]1C)C=1C=CC(=NC1)C(=O)NC([2H])([2H])[2H])C)=O